C(C)(C)(C)C1=CC(=NO1)C(=O)NCC1=C(C=C(C=C1)C1=C(C=NC=C1)N1CC(CCC1)N(C(C=C)=O)C)C 5-(tert-Butyl)-N-(2-methyl-4-(3-(3-(N-methylacrylamido)piperidin-1-yl)pyridin-4-yl)benzyl)isoxazole-3-carboxamide